C(=O)(O)C(CCCCCCCOCCCCCCC1CC1)(C)C 1-(6-((8-carboxy-8-methylnonyl)oxy)hexyl)cyclopropane